6,7-dibromo-5-hydroxy-1-methyl-2-phenylthiomethyl-indole-3-carboxylic acid ethyl ester C(C)OC(=O)C1=C(N(C2=C(C(=C(C=C12)O)Br)Br)C)CSC1=CC=CC=C1